C(C)(C)C1N2C(C=3C=NC(=CC3C1)OC)CC(C(=C2)C(=O)OCC)=O ethyl 6-isopropyl-3-methoxy-10-oxo-5,10,11,11a-tetrahydro-6H-pyrido[2,1-a][2,7]naphthyridine-9-carboxylate